5-fluoro-4-(trifluoromethyl)picolinic acid FC=1C(=CC(=NC1)C(=O)O)C(F)(F)F